2,5-dibromo-1-(2-morpholinothiazol-4-yl)-1H-imidazole-4-carboxylate BrC=1N(C(=C(N1)C(=O)[O-])Br)C=1N=C(SC1)N1CCOCC1